1-(Benzyloxy)-1H-pyrazole C(C1=CC=CC=C1)ON1N=CC=C1